Cl.ClC1=CC=C(C=C1)C1=CC=C(N1C1=C(C=CC=C1)C(F)(F)F)C1=CC=C(C=C1)NC(=O)NCCN(C)C 1-[4-[5-(4-chlorophenyl)-1-[2-(trifluoromethyl)phenyl]pyrrol-2-yl]phenyl]-3-[2-(dimethylamino)-ethyl]urea hydrochloride